FC(C(=O)O)(F)F.FC(C(=O)O)(F)F.CN(CCC1=CN(C2=CC=CC=C12)C(=O)OC(C(C)C)OC([C@H](C(C)C)N)=O)C 1-(((S)-2-amino-3-methyl-butanoyl)oxy)-2-methyl-propyl 3-(2-(dimethylamino)-ethyl)-1H-indole-1-carboxylate di-trifluoroacetate